(7-((5-chloro-4-(methylamino)-7H-pyrrolo[2,3-d]pyrimidin-2-yl)amino)benzo[d][1,3]dioxol-4-yl)(4-morpholinopiperidin-1-yl)methanone ClC1=CNC=2N=C(N=C(C21)NC)NC2=CC=C(C1=C2OCO1)C(=O)N1CCC(CC1)N1CCOCC1